N-[(6-Amino-2-pyridyl)sulfonyl]-6-(4-benzyloxy-2-fluorophenyl)-2-(2,4,6-trimethylphenoxy)pyridin-3-carboxamid NC1=CC=CC(=N1)S(=O)(=O)NC(=O)C=1C(=NC(=CC1)C1=C(C=C(C=C1)OCC1=CC=CC=C1)F)OC1=C(C=C(C=C1C)C)C